ClC=1C(=NNC1CC)C(=O)NC1=CC=C(C=C1)C1CNCCO1 4-chloro-5-ethyl-N-(4-(morpholin-2-yl)phenyl)-1H-pyrazole-3-carboxamide